ClC=1C(=C(N(S(=O)(=O)C=2SC(=CC2)S(N(C)C)(=O)=O)CCC(=O)O)C=CC1)N1CCC(CC1)(C)C 3-[3-chloro-2-(4,4-dimethyl-1-piperidyl)-N-[[5-(dimethylsulfamoyl)-2-thienyl]sulfonyl]anilino]propanoic acid